C(#N)C=1C=C(C=CC1)C=1N=C2N(N=C(C=C2)C(=O)NCC(C)(C)O)C1C1=CC(=NC(=C1)C)C 2-(3-cyanophenyl)-3-(2,6-dimethyl-4-pyridinyl)-N-(2-hydroxy-2-methyl-propyl)imidazo[1,2-b]pyridazine-6-carboxamide